tert-butyl (2S,6R)-4-(6-bromo-3-fluoropyridin-2-yl)-2,6-dimethylpiperazine-1-carboxylate BrC1=CC=C(C(=N1)N1C[C@@H](N([C@@H](C1)C)C(=O)OC(C)(C)C)C)F